2,6-naphthyridine-3-amine C1=NC(=CC2=CN=CC=C12)N